NCC1CCC(CC1)CN 1,4-Bis(aminomethyl)cycloheXan